C(C1=CC=CC=C1)OC1=NC(=CC=C1N1C(N(C2=C1C=CC=C2N2CC(C2)N(C)C2CCC(CC2)N2C(C1=CC(=C(C=C1C2)[N+](=O)[O-])OC(C)C)=O)C)=O)OCC2=CC=CC=C2 1-(2,6-bis(benzyloxy)pyridin-3-yl)-4-(3-(((1r,4r)-4-(6-isopropoxy-5-nitro-1-oxoisoindolin-2-yl)cyclohexyl)(methyl)amino)azetidin-1-yl)-3-methyl-1H-benzo[d]imidazol-2(3H)-one